N1(N=NC2=C1C=CC=C2)O[P](N(C)C)(N(C)C)N(C)C (benzotriazol-1-yloxy)tris(dimethylamino)phosphorus